FC1(CC=2C=CC(=CC12)[C@@H](NC(=O)[C@H]1NC(NC1)=O)C1=CC=C(C=C1)OC(F)(F)F)F (S)-N-((S)-(8,8-difluorobicyclo[4.2.0]octa-1(6),2,4-trien-3-yl)(4-(trifluoromethoxy)-phenyl)methyl)-2-oxoimidazolidine-4-carboxamide